CC1=C(NC(=C1CCCN1CCOCC1)C)C=C1C(NC2=CC=C(C=C12)S(=O)(=O)NC)=O 3-{[3,5-dimethyl-4-(3-morpholin-4-ylpropyl)-1H-pyrrol-2-yl]methylene}-N-methyl-2-oxoindoline-5-sulfonamide